pyrrolidine-1-carboxylic acid (2-hydroxy-ethyl)-methyl-amide OCCN(C(=O)N1CCCC1)C